N,N-bis(2-fluoro-ethyl)-p-phenylenediamine FCCN(C1=CC=C(C=C1)N)CCF